ClCC([C@H](CCOCC1=CSC=C1)NC(OC(C)(C)C)=O)=O tert-Butyl (S)-(1-chloro-2-oxo-5-(thiophen-3-ylmethoxy)pentan-3-yl)carbamate